ClC=1C=C(C=CC1)N(S(=O)(=O)C1CCN(CC1)C1CCC(CC1)F)CC1=CC=C(C=C1)C=1OC(=NN1)C(F)F N-(3-chlorophenyl)-N-(4-(5-(difluoromethyl)-1,3,4-oxadiazol-2-yl)benzyl)-1-((1r,4r)-4-fluorocyclohexyl)piperidine-4-sulfonamide